Cl.COC(=O)C1NCC(C1)C1=CC(=C(C=C1)OC(F)F)OC(F)F 4-(3,4-bis(difluoromethoxy)phenyl)pyrrolidine-2-carboxylic acid methyl ester hydrochloride